2-[(2S)-1,4-Dioxan-2-ylmethyl]-N-(pyrazin-2-ylmethyl)-8-(trifluoromethyl)-4,5-dihydro-2H-furo[2,3-g]indazol-7-carboxamid O1[C@H](COCC1)CN1N=C2C3=C(CCC2=C1)OC(=C3C(F)(F)F)C(=O)NCC3=NC=CN=C3